4-methylpentyl-4-methyl-(R)-N-(1-methoxy-4-methylpentan-2-yl)-3,4-dimethylbenzamide CC(CCCC1=C(C(=O)NC(COC)CC(C)C)C=CC([C@H]1C)(C)C)C